C(C)OC(C(C(=O)OCC)C1=CC(=C(C=C1)C#N)Cl)=O 2-(3-chloro-4-cyanophenyl)malonic acid diethyl ester